Methyl (1r,4r)-4-((2-(6-chloro-6'-cyano-2'-fluoro-3'-(2-methoxyethoxy)-[1,1'-biphenyl]-3-yl)-2-phenylethyl)amino)cyclohexane-1-carboxylate ClC1=CC=C(C=C1C1=C(C(=CC=C1C#N)OCCOC)F)C(CNC1CCC(CC1)C(=O)OC)C1=CC=CC=C1